N-(4,6-Dichlorobenzo[d]thiazol-2-yl)trichloroacetamide ClC1=CC(=CC2=C1N=C(S2)NC(C(Cl)(Cl)Cl)=O)Cl